1-(4-(2-benzothiazolyl)phenyl)-5-phenyl-1,4-pentadien-3-one S1C(=NC2=C1C=CC=C2)C2=CC=C(C=C2)C=CC(C=CC2=CC=CC=C2)=O